1-[3,5-dichloro-2-(2-hydroxyethyl)phenyl]-3-[3-(2-hydroxyethylamino)-5-methoxyphenyl]urea ClC=1C(=C(C=C(C1)Cl)NC(=O)NC1=CC(=CC(=C1)OC)NCCO)CCO